NN1C=NC(=C2N3C(N=C12)N(C(N3C)=O)CCN3CCN(CC3)C3=C(C=C(C=C3)OC)F)C=3OC=CC3 5-Amino-3-[2-[4-(2-fluoro-4-methoxy-phenyl)piperazin-1-yl]ethyl]-8-(2-furyl)-1-methyl[1,2,4]triazolo[5,1-f]purin-2-one